C(C)C(C(=O)N[C@H](C(=O)O)CCCCOCCC1=NC=2NCCCC2C=C1)CC (S)-2-(2-ethylbutyrylamino)-6-(2-(5,6,7,8-tetrahydro-1,8-naphthyridin-2-yl)ethoxy)hexanoic acid